FC(OC1=C(C=C(C=C1)SC)C1(CN(N2C1N=CC=C2)C=2C(=NNC2)CCNC2CC(C2)O)C(=O)N)F 3-[2-(difluoromethoxy)-5-methylsulfanyl-phenyl]-1-[2-[(3-hydroxycyclobutyl)amino]ethylpyrazol-4-yl]pyrazolo[1,5-a]pyrimidine-3-carboxamide